OCCN(S(=O)(=O)C1=CC(=C(C=C1)NCC#CC=1N(C2=CC=CC(=C2C1)NC1CCN(CC1)C)CC(F)(F)F)OC)CCO N,N-bis(2-hydroxyethyl)-3-methoxy-4-[(3-{4-[(1-methylpiperidin-4-yl)amino]-1-(2,2,2-trifluoroethyl)-1H-indol-2-yl}prop-2-yn-1-yl)amino]benzene-1-sulfonamide